ClC=1C(=NC=CC1C1=NC(=C(C=C1)CNC[C@H]1NC(CC1)=O)OC)C=1C(=C(C=CC1)NC(C1=NC=C(C=C1C)CNCCO)=O)C (S)-N-(3-(3'-Chloro-6-methoxy-5-((((5-oxopyrrolidin-2-yl)methyl)amino)methyl)-[2,4'-bipyridin]-2'-yl)-2-methylphenyl)-5-(((2-hydroxyethyl)amino)methyl)-3-methylpicolinamide